(-)-3-n-butylphthalide C(CCC)C1OC(=O)C2=CC=CC=C12